N-cyclohexylaminobutanesulfonic acid C1(CCCCC1)NC(CCC)S(=O)(=O)O